3,4,4a,5,6,7,8,8a-octahydro-1H-1,7-naphthyridin-2-one 2,2,2-trifluoroacetic acid salt FC(C(=O)O)(F)F.N1C(CCC2CCNCC12)=O